4,4,5,5-tetramethyl-2-[4-[2-[4-(trifluoromethoxy)phenyl]-ethynyl]phenyl]-1,3,2-dioxaborolane CC1(OB(OC1(C)C)C1=CC=C(C=C1)C#CC1=CC=C(C=C1)OC(F)(F)F)C